N-((1r,3r)-3-isopropoxycyclobutyl)-4-(1-methyl-1H-imidazol-5-yl)pyrimidine-2-carboxamide C(C)(C)OC1CC(C1)NC(=O)C1=NC=CC(=N1)C1=CN=CN1C